C(C)(C)(C)OC(=O)N1[C@@H](CN[C@@H](C1)CO[Si](C)(C)C(C)(C)C)C (2R,5S)-5-(((tert-butyldimethylsilyl)oxy)methyl)-2-methylpiperazine-1-carboxylic acid tert-butyl ester